2-(4-Bromophenyl)-1-(4-chlorophenyl)-2,11-dihydroimidazo[1',5':1,2]pyrido[3,4-b]indol-4-ium chloride [Cl-].BrC1=CC=C(C=C1)N1C=[N+]2C(C=3NC4=CC=CC=C4C3C=C2)=C1C1=CC=C(C=C1)Cl